ClC1=C2C(=CNC2=C(C=C1)NS(=O)(=O)C=1C=NN(C1)[C@@H](CO)C)C#N N-(4-chloro-3-cyano-1H-indol-7-yl)-1-[(1R)-2-hydroxy-1-methyl-ethyl]pyrazole-4-sulfonamide